methyl 2-(2-bromophenyl)-3-ethylimidazo[1,2-a]pyridine-7-carboxylate BrC1=C(C=CC=C1)C=1N=C2N(C=CC(=C2)C(=O)OC)C1CC